didodecylammonium bromide [Br-].C(CCCCCCCCCCC)[NH2+]CCCCCCCCCCCC